2-[4-[3-(2,6-dioxo-3-piperidyl)-1-ethyl-indazol-6-yl]-3,3-difluoro-1-piperidyl]-N-[5-fluoro-7-hydroxy-6-(1,1,4-trioxo-1,2,5-thiadiazolidin-2-yl)-2-naphthyl]acetamide O=C1NC(CCC1C1=NN(C2=CC(=CC=C12)C1C(CN(CC1)CC(=O)NC1=CC2=CC(=C(C(=C2C=C1)F)N1S(NC(C1)=O)(=O)=O)O)(F)F)CC)=O